(3S,4R)-3-propyl-4-(3H-imidazo[1,2-a]pyrrolo[2,3-E]pyrazin-8-yl)-N-(2,2,2-trifluoroethyl)pyrrolidine-1-amide C(CC)[C@@H]1CN(C[C@@H]1C1=CN=C2N1C1=C(N=C2)NC=C1)C(=O)NCC(F)(F)F